tert-butyl (4S)-4-{[6-(dibenzylamino)-5-nitropyrimidin-4-yl] amino}-3,3-difluoropiperidine-1-carboxylate C(C1=CC=CC=C1)N(C1=C(C(=NC=N1)N[C@@H]1C(CN(CC1)C(=O)OC(C)(C)C)(F)F)[N+](=O)[O-])CC1=CC=CC=C1